COC(CC(C1CC1)C1=CC(=CC=C1)OCC1=CC(=C(C=C1)C1=C(C=CC(=C1)OC)F)C(C(CN=[N+]=[N-])(C)C)OC)=O 3-{3-[2-(3-azido-1-methoxy-2,2-dimethyl-propyl)-2'-fluoro-5'-methoxy-biphenyl-4-ylmethoxy]-phenyl}-3-cyclopropyl-propionic acid methyl ester